boc-allyl-glycine (dicyclohexylammonium) salt C1(CCCCC1)[NH2+]C1CCCCC1.C(=O)(OC(C)(C)C)N(CC(=O)[O-])CC=C